maleic acid, monomethyl ester C(\C=C/C(=O)[O-])(=O)OC